mesaconic acid monomethyl ester COC(\C(\C)=C\C(=O)O)=O